O[C@]1([C@@H](CCC1)N1C(C2(C3=C1N=CN=C3)CC2)=O)C 7'-((trans)-2-hydroxy-2-methylcyclopentyl)spiro[cyclopropane-1,5'-pyrrolo[2,3-d]pyrimidin]-6'(7'H)-one